N-(6-((5-bromo-2-((5-ethyl-4-(4-(4-ethylpiperazin-1-yl)piperidin-1-yl)-2-methoxyphenyl)amino)pyrimidin-4-yl)amino)quinoxalin-5-yl)methanesulfonamide BrC=1C(=NC(=NC1)NC1=C(C=C(C(=C1)CC)N1CCC(CC1)N1CCN(CC1)CC)OC)NC=1C(=C2N=CC=NC2=CC1)NS(=O)(=O)C